methyl (2S,4R)-4-(piperidin-1-yl)pyrrolidine-2-carboxylate hydrochloride Cl.N1(CCCCC1)[C@@H]1C[C@H](NC1)C(=O)OC